(1R,2R)-2-aminoCyclohexane-1-ol monohydrochloride Cl.N[C@H]1[C@@H](CCCC1)O